CC1=C(C(=NO1)C1=CC=CC=C1)C1=CC=C(C=C1)S(=O)(=O)NC(C)=O N-[[4-(5-methyl-3-phenyl-4-isoxazolyl)phenyl]sulfonyl]acetamide